C(C)(C)(C)C=1C=C(CC(C(=O)OCCCCCCCCCCCCCCCCCC)C(=O)OCCCCCCCCCCCCCCCCCC)C=C(C1O)C dioctadecyl 2-(3-tert-butyl-4-hydroxy-5-methylbenzyl)malonate